(R)-2-(4-(3-chloro-4-(2-chloro-3-(6-methoxy-5-((((5-oxopyrrolidin-2-yl)methyl)amino)methyl)pyridin-2-yl)phenyl)pyridin-2-yl)-2-methoxybenzyl)-2,6-diazaspiro[3.4]octan-7-one ClC=1C(=NC=CC1C1=C(C(=CC=C1)C1=NC(=C(C=C1)CNC[C@@H]1NC(CC1)=O)OC)Cl)C1=CC(=C(CN2CC3(C2)CNC(C3)=O)C=C1)OC